trans-4-(5-(cis-3-(trifluoromethyl)cyclobutyl)-1,3,4-oxadiazol-2-yl)cyclohexanamine 2,2,2-trifluoroacetate FC(C(=O)O)(F)F.FC([C@H]1C[C@H](C1)C1=NN=C(O1)[C@@H]1CC[C@H](CC1)N)(F)F